(1R,3S)-3-(5-phenyl-1H-imidazol-2-yl)cyclohexanamine C1(=CC=CC=C1)C1=CN=C(N1)[C@@H]1C[C@@H](CCC1)N